C(C)(C)(C)OC(=O)N1CCN(CC1)C1=NC(=NN2C1=NC=C2)Cl 4-(2-Chloroimidazo[2,1-f][1,2,4]triazin-4-yl)piperazine-1-carboxylic acid tert-butyl ester